1-(7-((2-((2-Isopropoxy-4-(4-methylpiperazin-1-yl)phenyl)amino)pyridin-4-yl)amino)indolin-1-yl)ethan-1-one C(C)(C)OC1=C(C=CC(=C1)N1CCN(CC1)C)NC1=NC=CC(=C1)NC=1C=CC=C2CCN(C12)C(C)=O